NC=1C=CC(=C2CN(C(C12)=O)CC(C#N)=C)C1=CC=C2C=NN(C2=C1)CCF 2-({7-amino-4-[1-(2-fluoroethyl)-1H-indazol-6-yl]-1-oxo-2,3-dihydro-1H-isoindol-2-yl}methyl)prop-2-enenitrile